C(C=C)(=O)OCCOCCOCCOCCOC1CC=CCC1 2-(2-(2-(2-(cyclohex-3-en-1-yloxy)ethoxy)ethoxy)ethoxy)ethyl acrylate